OCC#CC(=O)O 4-hydroxybut-2-ynoic acid